O=C(C(=O)O)C=CCC(=O)O 2-oxo-3-hexenedioic acid